O=C1N(C2=C(C3=CC=CC=C13)C(C=1C=CC=CC12)=O)CCCC(=O)[O-] 4-(5,11-dioxo-5h-indeno[1,2-c]isoquinolin-6(11h)-yl)butanoate